C(#N)C=1C=C2C(=CC=NC2=CC1)NCCC=1C=C2C=CC(=CC2=CC1)C(=O)N1CCN(CC1)C([C@H](CCCCCCCCC)NC(CCCNC1=C2CN(C(C2=CC=C1)=O)C1C(NC(CC1)=O)=O)=O)=O N-[l-1-[4-[6-[2-[(6-cyano-4-quinolyl)amino]ethyl]naphthalene-2-carbonyl]piperazin-1-yl]-l-1-oxo-undecyl]-4-[[2-(2,6-dioxo-3-piperidyl)-1-oxo-isoindolin-4-yl]amino]butanamide